2-chloro-N-(1-(2-hydroxyphenyl)naphthalen-2-yl)benzamide ClC1=C(C(=O)NC2=C(C3=CC=CC=C3C=C2)C2=C(C=CC=C2)O)C=CC=C1